P(=O)(OCC1=CC=CC=C1)(OCC1=CC=CC=C1)[O-].[Ag+] silver(I) dibenzyl phosphate